S1C=C(C=C1)C(C)O 1-(thiophen-3-yl)ethanol